C(#N)CC[C@@H](C1=CC(=CC=C1)B1OC(C(O1)(C)C)(C)C)NC(=O)N1CC2=CC=CC(=C2CC1)C1=CC=C(C=C1)C(F)(F)F (S)-N-(3-cyano-1-(3-(4,4,5,5-tetramethyl-1,3,2-dioxaborolan-2-yl)phenyl)propyl)-5-(4-(trifluoromethyl)phenyl)-3,4-dihydroisoquinoline-2(1H)-carboxamide